propylitaconate C(CC)OC(C(=C)CC(=O)[O-])=O